N1=C(C=CC=C1)N[C@@H]1CC[C@H](CC1)C(=O)OC Methyl trans-4-(pyridin-2-ylamino)cyclohexanecarboxylate